1-(2-chloro-6-hydroxyphenyl)ethanone 3-(4-(((ethyl(methyl)amino)methylene)amino)-5-fluoro-2-methylphenyl)oxetan-3-yl-benzoate C(C)N(C)C=NC1=CC(=C(C=C1F)C1(COC1)OC(C1=CC=CC=C1)=O)C.ClC1=C(C(=CC=C1)O)C(C)=O